ClC=1C=C(C#N)C=C(C1)C(C)(C)C1=CC=C(C=C1)OCC1=NC(=NC=C1)N1CCN(CC1)C1CN(C1)C1CCN(CC1)C=1C=C2C(N(C(C2=CC1)=O)C1C(NC(CC1)=O)=O)=O 3-chloro-5-(2-(4-((2-(4-(1-(1-(2-(2,6-dioxopiperidin-3-yl)-1,3-dioxoisoindolin-5-yl)piperidin-4-yl)azetidin-3-yl)piperazin-1-yl)pyrimidin-4-yl)methoxy)phenyl)propan-2-yl)benzonitrile